C(#N)C=1C(=NC(=CC1C)C)N1[C@@H](C[C@@H](C1)O)C(=O)N(C)C1=CC(=C(C=C1)F)C(F)(F)F (2S,4S)-1-(3-Cyano-4,6-di-methylpyridin-2-yl)-N-(4-fluoro-3-(trifluoromethyl)phenyl)-4-hydroxy-N-methyl-pyrrolidine-2-carboxamide